2-amino-2-thiazoline NC=1SCCN1